C(C)(=O)N1C(CC(C1)C1=CC(=C(C=C1)OC(F)F)OC(C)C)C(=O)O 1-acetyl-4-(4-(difluoromethoxy)-3-isopropoxyphenyl)pyrrolidine-2-carboxylic acid